Cl.C[C@H](C#C)N (R)-1-methyl-2-propynylamine hydrochloride